The molecule is an abietane diterpenoid that is ferruginol in which a hydrogen of the bridgehead methyl group and the hydrogen ortho to the phenolic hydroxy group have both been replaced by hydroxy groups. It has a role as a plant metabolite. It is a carbotricyclic compound, a meroterpenoid, an abietane diterpenoid, a member of catechols and a primary alcohol. It derives from a ferruginol. CC(C)C1=C(C(=C2C(=C1)CC[C@@H]3[C@@]2(CCCC3(C)C)CO)O)O